8-(2-chloro-6-(trifluoromethyl)phenyl)-9-(4-((1-(3-fluoropropyl)azetidin-3-ylidene)methyl)phenyl)-6,7-dihydro-5H-benzo[7]annulene-3-carboxylic acid ClC1=C(C(=CC=C1)C(F)(F)F)C=1CCCC2=C(C1C1=CC=C(C=C1)C=C1CN(C1)CCCF)C=CC(=C2)C(=O)O